tert-butyl 4-(2-aminopyridin-3-yl)piperazine-1-carboxylate NC1=NC=CC=C1N1CCN(CC1)C(=O)OC(C)(C)C